C1(CC1)N1C=NC(=C1)NC(C1=CC(=C(C=C1)C)C#CC=1C=NC=CC1)=O N-(1-cyclopropylimidazol-4-yl)-4-methyl-3-[2-(3-pyridinyl)ethynyl]benzamide